C(C)(C)(C)OC(N[C@]1(CO[C@@H](CC1)C(=O)N1[C@H](C2=CC=CC=C2CC1)C1=CC=C(C=C1)F)CO)=O ((3S,6S)-6-((S)-1-(4-fluorophenyl)-1,2,3,4-tetrahydroisoquinoline-2-carbonyl)-3-(hydroxymethyl)tetrahydro-2H-pyran-3-yl)carbamic acid tert-butyl ester